2-[4-[1-(2,6-dioxo-3-piperidyl)-3-methyl-2-oxo-imidazo[4,5-b]pyridin-5-yl]phenyl]acetic acid O=C1NC(CCC1N1C(N(C2=NC(=CC=C21)C2=CC=C(C=C2)CC(=O)O)C)=O)=O